6-(4-((4-(1H-pyrazol-4-yl)phenyl)-amino)-5-methoxy-pyrimidin-2-yl)-N,N-diethyl-1H-indole-2-carboxamide N1N=CC(=C1)C1=CC=C(C=C1)NC1=NC(=NC=C1OC)C1=CC=C2C=C(NC2=C1)C(=O)N(CC)CC